(R)-N-(4-(3-((7-(methylsulfonyl)quinazolin-2-yl)amino)pyrrolidine-1-carbonyl)phenyl)propionamide CS(=O)(=O)C1=CC=C2C=NC(=NC2=C1)N[C@H]1CN(CC1)C(=O)C1=CC=C(C=C1)NC(CC)=O